(1S,3R,4S)-N-[(1R)-1-cyano-2-[(3S)-2-oxo-3-piperidyl]ethyl]-2-[(2S)-3-cyclobutyl-2-[(2,2,2-trifluoroacetyl)amino]propanoyl]-5,5-difluoro-2-azabicyclo[2.2.2]octane-3-carboxamide C(#N)[C@@H](C[C@H]1C(NCCC1)=O)NC(=O)[C@@H]1N([C@@H]2CC([C@H]1CC2)(F)F)C([C@H](CC2CCC2)NC(C(F)(F)F)=O)=O